methyl 4-methyl-3-((3-((tetrahydro-2H-pyran-2-yl)oxy)propyl)sulfonyl)benzoate CC1=C(C=C(C(=O)OC)C=C1)S(=O)(=O)CCCOC1OCCCC1